C1(CC1)N1C(=NC2=C1C(=C(C=C2)F)F)N2C=NC1=C2C=C(C=C1)NS(=O)(=O)C N-(1'-cyclopropyl-6',7'-difluoro-1'H-[1,2'-bibenzo[d]imidazol]-6-yl)methanesulfonamide